8-Cyclopentyl-6-(2-ethoxy-ethyl)-2-(5-piperazin-1-yl-pyridin-2-ylamino)-8H-pyrido[2,3-d]pyrimidin-7-one C1(CCCC1)N1C(C(=CC2=C1N=C(N=C2)NC2=NC=C(C=C2)N2CCNCC2)CCOCC)=O